2-(3-((4-fluorophenyl)amino)phenyl)-N-(2-methylpyridin-4-yl)benzo[d]oxazol-5-amine FC1=CC=C(C=C1)NC=1C=C(C=CC1)C=1OC2=C(N1)C=C(C=C2)NC2=CC(=NC=C2)C